ClC1=C(C=2N(C=N1)N=C(N2)N)OC(C)C 7-chloro-8-isopropoxy-[1,2,4]triazolo[1,5-c]pyrimidin-2-amine